3-[3-({N-[6-(2,5-dioxo-2,5-dihydro-1H-pyrrol-1-yl)hexanoyl]-3-sulfo-L-alanyl}amino)propoxy]phenyl beta-D-glucopyranosiduronic acid O([C@H]1[C@H](O)[C@@H](O)[C@H](O)[C@H](O1)C(=O)O)C1=CC(=CC=C1)OCCCNC([C@@H](NC(CCCCCN1C(C=CC1=O)=O)=O)CS(=O)(=O)O)=O